ClC1=C(C=CC=C1Cl)C1=NC=CC=C1NC=C(C(=O)OCC)C(=O)OCC Diethyl ({[2-(2,3-dichlorophenyl)pyridin-3-yl] amino}methylene)malonate